FC1=C(C(=O)NC2=CC(=CC=C2)C(F)(F)F)C=C(C=C1)C1=CC2=C(N=C(N=C2)NC)N2C1=NCC2 2-fluoro-5-(2-(methylamino)-8,9-dihydroimidazo[1',2':1,6]pyrido[2,3-d]pyrimidin-6-yl)-N-(3-(trifluoromethyl)phenyl)benzamide